1,3-bis(1-isocyanato-1-methylethyl)-benzene N(=C=O)C(C)(C)C1=CC(=CC=C1)C(C)(N=C=O)C